6-methoxy-2-methylpyridin-3-sulfonyl chloride COC1=CC=C(C(=N1)C)S(=O)(=O)Cl